(3,4,5-Tris[{prop-2-yn-1-yl}oxy]phenyl)methanol C(C#C)OC=1C=C(C=C(C1OCC#C)OCC#C)CO